2-(5-(((1S,3'R,4'S,5'S,6'R)-5-chloro-3',4',5'-trihydroxy-6'-methyl-3',4',5',6'-tetrahydro-3H-spiro[isobenzofuran-1,2'-pyran]-6-yl)methyl)thiophene-2-yl)methylacetate ClC=1C=C2CO[C@]3(O[C@@H]([C@H]([C@@H]([C@H]3O)O)O)C)C2=CC1CC1=CC=C(S1)CCC(=O)[O-]